4-(dibenzothiophen-4-yl)-naphthalen-1-yl-amine C1=CC=C(C=2SC3=C(C21)C=CC=C3)C3=CC=C(C2=CC=CC=C32)N